NC=1C=CC(=NC1)N1N=C(C(=C1)C1=CN=C(N1C)C(=O)NC1=CC(=C(C=C1)C(=O)N1[C@@H](CNCC1)CC)Cl)C(F)(F)F 5-[1-(5-amino-2-pyridinyl)-3-(trifluoromethyl)pyrazol-4-yl]-N-[3-chloro-4-[(2R)-2-ethylpiperazine-1-carbonyl]phenyl]-1-methyl-imidazole-2-carboxamide